OC1=CC=CC=2C=NCOC21 8-Hydroxy-2H-1,3-benzoxazine